C(C)(C)(C)OC([C@H](CCC(=O)NCC(=O)O)NS(=O)(=O)C1=CC(=C(C=C1)Cl)C(F)(F)F)=O {[(4S)-5-tert-butoxy-4-{[4-chloro-3-(trifluoromethyl)benzene-1-sulfonyl]amino}-5-oxopentanoyl]amino}acetic acid